CC1=CC2=NC=CC=C2N1C1=CC=C(C#N)C=C1 4-(2-Methyl-pyrrolo[3,2-b]pyridin-1-yl)-benzonitrile